2-Ethynyl-7-azaspiro[3.5]nonane-7-carboxylic acid tert-butyl ester C(C)(C)(C)OC(=O)N1CCC2(CC(C2)C#C)CC1